ClC1=CC=C(C=C1)[C@@]1(CN(CC1)C(CC(C)C)=O)NS(=O)(=O)C1=CC=C(C=C1)OC(F)(F)F (S)-N-(3-(4-chlorophenyl)-1-(3-methylbutanoyl)pyrrolidin-3-yl)-4-(trifluoromethoxy)benzenesulfonamide